(2S)-tert-butyl 2-(7-((3,4-difluorobenzyl)oxy)-9-oxo-2,3,4,9,11,11a-hexahydro-1H-pyrazino[1',2':3,4]imidazo[1,2-c]pyrimidine-2-carbonyl)pyrrolidine-1-carboxylate FC=1C=C(COC=2C=C3N(C(N2)=O)CC2N3CCN(C2)C(=O)[C@H]2N(CCC2)C(=O)OC(C)(C)C)C=CC1F